(+-)-N-(1-methyl-2-oxo-8-(7-oxa-2-azaspiro[3.5]nonan-2-yl)-2,3,4,5-tetrahydro-1H-benzo[b]azepin-3-yl)-4-phenoxypyridine-2-carboxamide CN1C2=C(CC[C@H](C1=O)NC(=O)C1=NC=CC(=C1)OC1=CC=CC=C1)C=CC(=C2)N2CC1(C2)CCOCC1 |r|